FC1=CC=C2C(=NC(=NC2=C1)C)N[C@H](C(=O)O)CCN(CCCCC1=NC=2NCCCC2C=C1)CCOC=1C=NC=C(C1)F (S)-2-((7-fluoro-2-methylquinazolin-4-yl)amino)-4-((2-((5-fluoropyridin-3-yl)oxy)ethyl)(4-(5,6,7,8-tetrahydro-1,8-naphthyridin-2-yl)butyl)amino)butanoic acid